FC=1C=C(C=CC1OC1=CC=NC2=CC(=C(C=C12)OC)OCCCNC1CC(C1)OC)NC(=O)C1=C2C(=CN(C1=O)C1=CC=C(C=C1)F)CCO2 N-(3-fluoro-4-((6-methoxy-7-(3-((3-methoxycyclobutyl)amino)propoxy)quinolin-4-yl)oxy)phenyl)-5-(4-fluorophenyl)-6-oxo-2,3,5,6-tetrahydrofuro[3,2-c]pyridine-7-carboxamide